pyrido[2,3-b]phenazine-5,12-dione N1=CC=CC2=C1C(C1=NC3=CC=CC=C3N=C1C2=O)=O